C(C)(=O)N1[C@@H]2COC[C@H]1CC(C2)OC=2C(=CC(=NC2)C)C2=CC=1N(C=C2)N=C(C1)NC1=CC(=C(C(=N1)C)C(=O)NC)C 6-[[5-[5-[[(1S,5R)-9-acetyl-3-oxa-9-azabicyclo[3.3.1]nonan-7-yl]oxy]-2-methyl-4-pyridyl]pyrazolo[1,5-a]pyridin-2-yl]amino]-N,2,4-trimethyl-pyridine-3-carboxamide